NC1=C(C(N(C2=NC(=CC=C12)C(F)(F)F)C1=CC=C(C=C1)Cl)=O)C1=CC2=C(N(N=N2)C2OCCCC2)C=C1 4-amino-1-(4-chlorophenyl)-3-(1-(tetrahydro-2H-pyran-2-yl)-1H-benzo[d][1,2,3]triazol-5-yl)-7-(trifluoromethyl)-1,8-naphthyridin-2(1H)-one